COC1=C(C=CC=C1)C1CCN(CC1)[C@H]1CC2(CN(C2)C(=O)C2COC2)CC1 (R)-(6-(4-(2-methoxyphenyl)piperidin-1-yl)-2-azaspiro[3.4]octan-2-yl)(oxetan-3-yl)methanone